FC1=C(C=CC(=C1F)C=1C=NN(C1C1=NC=CC=C1)COCC[Si](C)(C)C)B(O)O (2,3-difluoro-4-(5-(pyridin-2-yl)-1-((2-(trimethylsilyl)ethoxy)methyl)-1H-pyrazol-4-yl)phenyl)boronic acid